2-(4-(4-(aminomethyl)-1-oxo-1,2-dihydrophthalazin-6-yl)-1-methyl-1H-pyrazol-5-yl)-5-methyl-1-naphthonitrile NCC1=NNC(C2=CC=C(C=C12)C=1C=NN(C1C1=C(C2=CC=CC(=C2C=C1)C)C#N)C)=O